ClC=1C(=CC(=C(C(=O)O)C1)OC1=C(C=C(C=C1)C#N)OC)C(F)(F)F 5-Chloro-2-(4-cyano-2-methoxyphenoxy)-4-(trifluoromethyl)benzoic acid